Ethyl 2-acetamido-6-(3-acetoxypropyl)-6-phenyl-4,5,6,7-tetrahydrobenzo[b]thiophene-3-carboxylate C(C)(=O)NC1=C(C2=C(S1)CC(CC2)(C2=CC=CC=C2)CCCOC(C)=O)C(=O)OCC